3-(4-Cyclopropyl-6-methoxypyrimidin-5-yl)-1-methyl-1,4,6,7-tetrahydro-5H-pyrazolo[4,3-c]pyridine-5-carboxylic acid tert-butyl ester C(C)(C)(C)OC(=O)N1CC2=C(CC1)N(N=C2C=2C(=NC=NC2OC)C2CC2)C